Tert-Butyl N-[(2R)-1-(2-chloroacetamido)propan-2-yl]carbamate ClCC(=O)NC[C@@H](C)NC(OC(C)(C)C)=O